1,4-dihydropyrazolo[3',4':4,5]pyrrolo[3,2-b]pyridin N1N=CC2=C1C1=NC=CC=C1N2